(E)-8-(3-benzylidene-2,5-dioxopyrrolidinyl)octanoic acid ethyl ester C(C)OC(CCCCCCCN1C(/C(/CC1=O)=C/C1=CC=CC=C1)=O)=O